methyl-5-(trifluoromethyl)aniline hydrochloride Cl.CNC1=CC=CC(=C1)C(F)(F)F